(3-(pyrrolidin-1-ylmethyl)benzyl)quinoline-3,4-diamine N1(CCCC1)CC=1C=C(CC2=NC3=CC=CC=C3C(=C2N)N)C=CC1